ClC=1N=CC2=C(N(C(OC2)=O)[C@H](CC=C)C)N1 7-chloro-1-[(1S)-1-methylbut-3-enyl]-4H-pyrimido[4,5-d][1,3]oxazin-2-one